ClC1=NC=C(C(=N1)NC=1C=C(C=CC1F)NC(OC(C)(C)C)=O)C(F)(F)F tert-butyl (3-((2-chloro-5-(trifluoromethyl)pyrimidin-4-yl)amino)-4-fluorophenyl)carbamate